S1C(=NC2=C1C=CC=C2)C=2C(OC1=CC(=CC=C1C2C2=C(C(=O)N(CCCC(=O)OC(C)(C)C)CCCS(=O)(=O)O[N+](CC)(CC)CC)C=CC=C2)N(CC)CC)=O Triethylammonio 3-(2-(3-(benzothiazol-2-yl)-7-(diethylamino)-2-oxo-2H-chromen-4-yl)-N-(4-(tert-butoxy)-4-oxobutyl)benzamido)propane-1-sulfonate